C(C)C=1C(=CC=C2C=C(C=C(C12)N1CC=2N=C(N=C(C2CC1)OC)OC[C@]12CCCN2CC(C1)=C)OCOC)F (S)-7-(8-ethyl-7-fluoro-3-(methoxymethoxy)naphthalen-1-yl)-4-methoxy-2-((2-methylenetetrahydro-1H-pyrrolizin-7a(5H)-yl)methoxy)-5,6,7,8-tetrahydropyrido[3,4-d]pyrimidine